C1(CCCC1)C(=O)NC1=C(C=NN1C(C)C)C(=O)N 5-(cyclopentanecarboxamido)-1-isopropyl-1H-pyrazole-4-carboxamide